4-((6-Chloro-2-methoxyacridin-9-yl)amino)-2-((4-(2-(phenylamino)ethyl)piperazin-1-yl)methyl)-phenol ClC=1C=C2N=C3C=CC(=CC3=C(C2=CC1)NC1=CC(=C(C=C1)O)CN1CCN(CC1)CCNC1=CC=CC=C1)OC